4-(1-(4-((4-ethylpiperazin-1-yl)methyl)-2,6-difluorophenyl)-1H-imidazol-4-yl)-N-((3r,4r)-3-fluoro-1-(methylsulfonyl)piperidin-4-yl)-5-(trifluoromethyl)pyrimidin-2-amine C(C)N1CCN(CC1)CC1=CC(=C(C(=C1)F)N1C=NC(=C1)C1=NC(=NC=C1C(F)(F)F)N[C@H]1[C@@H](CN(CC1)S(=O)(=O)C)F)F